COC1CCN(CC1)C1=NC=CC(=N1)NC=1N=CC2=C(C=CC(=C2C1)[C@H]1N(CCCCC1)C(C=C)=O)N1[C@@H]([C@H](C1)C(C)(C)S(=O)(=O)C)C 1-((S)-2-(3-((2-(4-methoxypiperidin-1-yl)pyrimidin-4-yl)amino)-8-((2R,3S)-2-methyl-3-(2-(methylsulfonyl)propan-2-yl)azetidin-1-yl)isoquinolin-5-yl)azepan-1-yl)prop-2-en-1-one